CC1(CC=C(CC1)C=C)C 4,4-dimethyl-1-vinylcyclohex-1-en